bicyclo[1.1.1]pentan-1-ylmethanol C12(CC(C1)C2)CO